NC1=NC=CC2=CC=C(C=C12)C=1C=C2C(=NN(C2=CC1)C1CCC1)COC1=C(C=C(C=C1)C)CC(=O)O 2-(2-((5-(1-aminoisoquinolin-7-yl)-1-cyclobutyl-1H-indazol-3-yl)methoxy)-5-methylphenyl)acetic acid